ClC1=CC(=NC2=CC=CC(=C12)C)C(F)(F)F 4-chloro-5-methyl-2-(trifluoromethyl)quinoline